5-(5-((6-fluoro-4-oxo-4,5-dihydrofuro[2,3-c]quinolin-7-yl)methyl)-5,6-dihydropyrrolo[3,4-c]pyrazol-2(4H)-yl)-N-methylpicolinamide FC1=C(C=CC=2C3=C(C(NC12)=O)OC=C3)CN3CC1=NN(C=C1C3)C=3C=CC(=NC3)C(=O)NC